CC1([C@H]2CN([C@@H]([C@@H]12)C(=O)O)C([C@@H](NC(C(F)(F)F)=O)C1(CC1)C)=O)C (1R,2S,5S)-6,6-dimethyl-3-[(2S)-2-(1-methylcyclopropyl)-2-[(2,2,2-trifluoroacetyl)amino]acetyl]-3-azabicyclo[3.1.0]hexane-2-carboxylic acid